ClC1=CC=C(C=C1)NC(=N)NC(=N)NC1=CC=C(C=C1)Cl 1,5-bis(4-chlorophenyl)biguanide